C[C@@H]1CN(CCC1)CC=1NC=2C(N(C=C(C2C1)C#N)C=1C=C(C=C(C1)C#N)C1=C(C=C(C=C1)F)C(=O)N1CC(C1)F)=O 2-{[(S)-3-methyl-1-piperidyl]methyl}-6-{5-cyano-4'-fluoro-2'-[(3-fluoro-1-azetidinyl)carbonyl]-3-biphenylyl}-7-oxo-1,6-dihydro-1,6-diaza-4-indenecarbonitrile